4-benzenecarboxylic acid copper [Cu].C1=CC=C(C=C1)C(=O)O